3-hydroxy-oxetan OC1COC1